C1(CC1)OC([C@H](CC=1C=NC(=CC1)N1C(N(C2=C(C1=O)C=CN=C2)C)=O)N)=O.C2(CC2)C=2C=CC(=C(C2)N(S(=O)(=O)CC)C)[N+](=O)[O-] N-(5-cyclopropyl-2-nitrophenyl)-N-methyl-Ethanesulfonamide cyclopropyl-(S)-2-amino-3-(6-(1-methyl-2,4-dioxo-1,4-dihydropyrido[3,4-d]pyrimidin-3(2H)-yl)pyridin-3-yl)propanoate